FC1=C(C(=O)N[C@@H](C(=O)N2CCC3(C(CN(C3)C)C3=CC=C(C=C3)F)CC2)CC(C)C)C=C(C=C1)C(F)(F)F 2-fluoro-N-((2R)-1-(4-(4-fluorophenyl)-2-methyl-2,8-diazaspiro[4.5]decan-8-yl)-4-methyl-1-oxopentan-2-yl)-5-(trifluoromethyl)benzamide